C[N+](C1CC(CCC1)[N+](C)(C)C)(C)C N1,N1,N1,N3,N3,N3-hexamethylcyclohexane-1,3-diaminium